2-FLUORO-5-(MORPHOLINOMETHYL)PYRIDIN-3-YLBORONIC ACID FC1=NC=C(C=C1B(O)O)CN1CCOCC1